ClC=1C(=C(C(=CC1)N1N=NC(=C1)C(F)F)C1=NC=NC(=C1)OC)F 4-(3-chloro-6-(4-(difluoromethyl)-1H-1,2,3-triazol-1-yl)-2-fluorophenyl)-6-methoxypyrimidine